N-((3S,4S)-1-((difluoromethyl)sulfonyl)-4-methoxypyrrolidin-3-yl)-2-(6-(6-((cis)-2,6-dimethylmorpholino)pyridin-2-yl)isoquinolin-3-yl)acetamide FC(S(=O)(=O)N1C[C@@H]([C@H](C1)OC)NC(CC=1N=CC2=CC=C(C=C2C1)C1=NC(=CC=C1)N1C[C@@H](O[C@@H](C1)C)C)=O)F